FC1=C(C(=CC(=C1)[N+](=O)[O-])F)N1N=C(C(=C1)C=1C(=C(C=C(C1)F)NS(=O)(=O)C1CCCC1)F)C1=CC=NC=C1 N-{3-[1-(2,6-difluoro-4-nitrophenyl)-3-(pyridin-4-yl)pyrazol-4-yl]-2,5-difluorophenyl}cyclopentanesulfonamide